4-[[(2S,3S,4R,5R)-3-(5-Deuterio-3,4-difluoro-2-methoxyphenyl)-4,5-dimethyl-5-(trifluoromethyl)tetrahydrofuran-2-carbonyl]amino]pyridin-2-carboxamid [2H]C=1C(=C(C(=C(C1)[C@H]1[C@H](O[C@]([C@@H]1C)(C(F)(F)F)C)C(=O)NC1=CC(=NC=C1)C(=O)N)OC)F)F